C(C)(C)(C)OC(=O)NC(C(=O)OCC)C1=C(C=C(C=C1)O)OC ethyl 2-((tert-butoxycarbonyl)amino)-2-(4-hydroxy-2-methoxyphenyl)acetate